3'-amino-2',3'-dideoxyadenosine-5'-triphosphate P(O)(=O)(OP(=O)(O)OP(=O)(O)O)OC[C@@H]1[C@H](C[C@@H](O1)N1C=NC=2C(N)=NC=NC12)N